tert-Butyl 2-((2-(2-hydroxyethoxy)ethyl)carbamoyl)-4-phenethylpiperidine-1-carboxylate OCCOCCNC(=O)C1N(CCC(C1)CCC1=CC=CC=C1)C(=O)OC(C)(C)C